C(C)(=O)OC1(CN(C1)CC1=CC=C(C=C1)C1CN(C1)C(=O)OC(C)(C)C)C tert-butyl 3-[4-[(3-acetoxy-3-methyl-azetidin-1-yl)methyl]phenyl]azetidine-1-carboxylate